C(C)(C)(C)[Si](OC=1C(=C2CCC(OC2=C(C1C)C)(CCC=C(C)C)C)C)(C)C tert-butyldimethyl((2,5,7,8-tetramethyl-2-(4-methylpent-3-en-1-yl)chroman-6-yl)oxy)silane